FC1=C(OC2(CN(C2)C)C)C=CC=C1F 3-(2,3-difluorophenoxy)-1,3-dimethylazetidine